O1CCN(CC1)C=1C2=C(N=CN1)N(C(=C2)C2=CC=C(C=C2)NS(=O)(=O)C=2C=C(C(=O)OC)C=CC2)COCC[Si](C)(C)C methyl 3-(N-(4-(4-morpholino-7-((2-(trimethylsilyl)ethoxy)methyl)-7H-pyrrolo[2,3-d]pyrimidin-6-yl)phenyl)sulfamoyl)benzoate